C(C1CO1)OCCC[SiH2]OC gamma-glycidoxypropyl-(methoxy)silane